N-(tert-butyl)-3-(4-((2-(tert-butyl)-1H-imidazol-1-yl)methyl)phenyl)-5-isobutyl-4-methylthiophene-2-Sulfonamide C(C)(C)(C)NS(=O)(=O)C=1SC(=C(C1C1=CC=C(C=C1)CN1C(=NC=C1)C(C)(C)C)C)CC(C)C